tert-butyl 6-[6-(benzyloxy)hexylidene]-3-azabicyclo[3.1.1]heptane-3-carboxylate C(C1=CC=CC=C1)OCCCCCC=C1C2CN(CC1C2)C(=O)OC(C)(C)C